FC(CN1C(=NC2=C1C=C(C=C2F)C=2C=CN1N=C(N=C(C12)OC)N[C@@H]1[C@H](CN(CC1)C1COC1)F)C)F 5-(1-(2,2-difluoroethyl)-4-fluoro-2-methyl-1H-benzo[d]imidazol-6-yl)-N-((3S,4S)-3-fluoro-1-(oxetan-3-yl)piperidin-4-yl)-4-methoxypyrrolo[2,1-f][1,2,4]triazin-2-amine